2-bromo-8-methyl-5-(2,2,2-trifluoroethoxy)-[1,2,4]Triazolo[1,5-a]Pyridine BrC1=NN2C(C(=CC=C2OCC(F)(F)F)C)=N1